CC1=C(C=2N(C=C1C1=C(NC=3C=C4C(=NC31)C3(CCN(CC3)CC(=O)N)CO4)C(C)C)N=CN2)C 2-(5-(7,8-dimethyl-[1,2,4]triazolo[1,5-a]pyridin-6-yl)-6-isopropyl-2H,7H-spiro[furo[3,2-b]pyrrolo[2,3-e]pyridine-3,4'-piperidin]-1'-yl)acetamide